NCC(=O)O.NCC(=O)O.[Zn] zinc di-glycine